C(CCCCCCC#C)O non-8-ynol